C12CNCC(CC1)N2C=2C(=C1CN(C(C1=CC2)=O)C2C(NC(CC2)=O)=O)F 3-(5-(3,8-diazabicyclo[3.2.1]octan-8-yl)-4-fluoro-1-oxoisoindolin-2-yl)piperidine-2,6-dione